(1-hydroxy-2-naphthalenyl)boronic acid OC1=C(C=CC2=CC=CC=C12)B(O)O